(7-((4-(ethylamino)-3-(trifluoromethyl)-1H-pyrrolo[2,3-b]pyridin-6-yl)amino)-2,3-dihydrobenzo-furan-4-yl)(6-azaspiro[2.5]octan-6-yl)methanone C(C)NC1=C2C(=NC(=C1)NC1=CC=C(C=3CCOC31)C(=O)N3CCC1(CC1)CC3)NC=C2C(F)(F)F